3-formyl-1H-pyrrolo[2,3-b]pyridine-1-carboxylic acid tert-butyl ester C(C)(C)(C)OC(=O)N1C=C(C=2C1=NC=CC2)C=O